C(C)(C)(C)OC(=O)N(CC(=O)OCC=1C(=NC=CC1)N(C)C(=O)OCCl)C (2-(((chloromethoxy)carbonyl)(methyl)amino)pyridin-3-yl)methyl N-(tert-butoxycarbonyl)-N-methylglycinate